(R)-5-chloro-3-(1-(2,4-dichlorophenyl)ethyl)-7-methyl-3H-[1,2,3]triazolo[4,5-d]pyrimidine ClC=1N=C(C2=C(N1)N(N=N2)[C@H](C)C2=C(C=C(C=C2)Cl)Cl)C